2-hydroxy-2-sulfinatoacetic acid-zinc salt [Zn+2].OC(C(=O)O)S(=O)[O-].OC(C(=O)O)S(=O)[O-]